(2Z,3E)-3-(hydroxyimino)-6'-nitro-[2,3'-biindolinylidene]-2'-one lithium salt [Li].O\N=C/1\C(\NC2=CC=CC=C12)=C/1\C(NC2=CC(=CC=C12)[N+](=O)[O-])=O